BrC=1C=C(C=C2CCN(CC12)C(=O)OC(C)(C)C)C(=O)OC 2-(tert-Butyl) 6-methyl 8-bromo-3,4-dihydroisoquinoline-2,6(1H)-dicarboxylate